3-amino-4-(7-fluoro-1H-indazol-4-yl)-6-(2,2,2-trifluoroethyl)-1H-1,7-phenanthrolin-2-one NC=1C(NC2=C3C=CC=NC3=C(C=C2C1C1=C2C=NNC2=C(C=C1)F)CC(F)(F)F)=O